FC(OC1=CC=C(C=C1)C1=CC(=C(N1)C)C(=O)NC1=CC(=CC=C1)C(CC)(F)F)F 5-[4-(difluoromethoxy)phenyl]-N-[3-(1,1-difluoropropyl)phenyl]-2-methyl-1H-pyrrole-3-carboxamide